7-(2-fluorophenyl)-8-(2-methyl-6-(trifluoromethyl)pyridin-4-yl)-[1,2,4]triazolo[4,3-c]pyrimidin-5-amine FC1=C(C=CC=C1)C1=C(C=2N(C(=N1)N)C=NN2)C2=CC(=NC(=C2)C(F)(F)F)C